BrC=1C=CC=2N(C3=CC=C(C=C3SC2C1)Br)CC 3,7-dibromo-10-ethylphenothiazine